[Br-].C(C)[N+]1=C(C=CC=C1)C=C N-ethyl-vinylpyridinium bromide